O=C1NC(CCC1C1=C(C=C(C=C1)N1CCN(CC1)CC1CCC(CC1)NC(OC(C)(C)C)=O)F)=O Tert-butyl ((1r,4r)-4-((4-(4-(2,6-dioxopiperidin-3-yl)-3-fluorophenyl)piperazin-1-yl) methyl)cyclohexyl)carbamate